[Na+].CC(CS(=O)(=O)[O-])C 2-methyl-propyl-sulfonic acid sodium salt